C(C)(C)(C)C1=NC(=NO1)C(=O)NCC1=C(C=C(C=C1)C1=CC(=NC=C1F)NC(=O)C1CC1)C 5-(tert-butyl)-N-(4-(2-(cyclopropanecarboxamido)5-fluoropyridin-4-yl)-2-methylbenzyl)-1,2,4-oxadiazole-3-carboxamide